C(CCCCCCC\C=C/CCCCCCCC)(=O)OCCN1C(N(CC1)CCO)CCCCCCC\C=C/CCCCCCCC 1-[2-(9(Z)-octadecenoyloxy)-ethyl]-2-(8(Z)-heptadecenyl)-3-(2-hydroxyethyl)-imidazoline